N[C@H](C(=O)N[C@H]1CCC=2C=3C1=C1C(=NC3C=C(C2C)F)C2=CC3=C(C(N2C1)=O)COC([C@]3(O)CC)=O)C(C)C (S)-2-amino-N-((1S,9S)-9-ethyl-5-fluoro-9-hydroxy-4-methyl-10,13-dioxo-2,3,9,10,13,15-hexahydro-1H,12H-benzo[de]pyrano[3',4':6,7]indolizino[1,2-b]quinolin-1-yl)-3-methylbutanamide